tert-butyl N-[(2S)-4-carbamoyl-1-[2-fluoro-3-(4-hydroxybutyl) phenoxy]butan-2-yl]carbamate C(N)(=O)CC[C@@H](COC1=C(C(=CC=C1)CCCCO)F)NC(OC(C)(C)C)=O